FC(C1=CC=C(CN2C3(CC3)C(NCC2=O)=O)C=C1)(F)F 4-(4-(trifluoromethyl)benzyl)-4,7-diazaspiro[2.5]octane-5,8-dione